C(C)(C)(C)C1=CC=C(C=C1)S(=O)(=O)NC(C(=O)NO)CC(C)C 2-((4-(tert-butyl)phenyl)sulfonamido)-N-hydroxy-4-methylpentanamide